tert-butyl (1R,5S,6R)-6-((2-methyl-1-((2-(trifluoromethyl)phenyl)thio)propan-2-yl)carbamoyl)-3-azabicyclo[3.1.0]hexane-3-carboxylate CC(CSC1=C(C=CC=C1)C(F)(F)F)(C)NC(=O)C1[C@H]2CN(C[C@@H]12)C(=O)OC(C)(C)C